CC1N(CCC1)C(=O)C=1C2=C(SC1)CCCC2 3-(2-methylpyrrolidine-1-carbonyl)-4,5,6,7-tetrahydrobenzo[b]thiophen